2-(2-hydroxyethyl)-2-ethylpyrrolidine-1-carboxylic acid tert-butyl ester C(C)(C)(C)OC(=O)N1C(CCC1)(CC)CCO